C(C)(=O)C1=CC(=NC2=C(C(=C(C=C12)C1=CC=CC=C1)C)C#N)C 4-acetyl-2,7-dimethyl-6-phenylquinoline-8-carbonitrile